4-tert-butyl 1-(prop-2-en-1-yl) L-aspartate N[C@@H](CC(=O)OC(C)(C)C)C(=O)OCC=C